C[S@@](=O)CCCC (R)-methylbutyl sulfoxide